4-(6-methylfuro[3,2-c]pyridin-4-yl)benzoic acid CC1=CC2=C(C(=N1)C1=CC=C(C(=O)O)C=C1)C=CO2